bis(naphthalene-1-yl)-N,N'-diphenylbenzidine C1(=CC=CC2=CC=CC=C12)N(C1=CC=C(C2=CC=C(N(C3=CC=CC=C3)C3=CC=CC4=CC=CC=C34)C=C2)C=C1)C1=CC=CC=C1